(1R,3S)-3-(6-(2-hydroxy-6-methyl-4-(trifluoromethyl)phenyl)-2H-pyrazolo[3,4-b]pyrazin-2-yl)cyclopentane-1-carbonitrile OC1=C(C(=CC(=C1)C(F)(F)F)C)C=1C=NC=2C(N1)=NN(C2)[C@@H]2C[C@@H](CC2)C#N